methyl 2-[(2's,4r)-6-chloro-2',5-difluoro-1-oxo-spiro[3H-isoquinoline-4,1'-cyclopropane]-2-yl]acetate ClC=1C(=C2C(=CC1)C(N(C[C@]21[C@H](C1)F)CC(=O)OC)=O)F